2-((4-(piperidin-4-yl)phenyl)amino)-5-(trifluoromethyl)pyrimidine N1CCC(CC1)C1=CC=C(C=C1)NC1=NC=C(C=N1)C(F)(F)F